ClC=1C(=CC(=C(C(=O)NS(=O)(=O)C2=CC=C(C=C2)OCC2=C(C=CC=C2)OC)C1)F)OCC1CCCC1 5-chloro-4-(cyclopentylmethoxy)-2-fluoro-N-((4-((2-methoxybenzyl)oxy)phenyl)sulfonyl)benzamide